[4-(5-methoxypyrazin-2-yl)piperidine-1-carbonyl]-6-methyl-N-(1-methylcyclopropyl)furo[2,3-d]pyrimidin-4-amine COC=1N=CC(=NC1)C1CCN(CC1)C(=O)C=1N=C(C2=C(N1)OC(=C2)C)NC2(CC2)C